C(C(=C)C)(=O)NCCOC(NCC1=CC=C(C=C1)CN1C(=NC=2C(=NC=3C=CC=CC3C21)N)CC)=O 4-((4-amino-2-ethyl-1H-imidazo[4,5-c]Quinolin-1-yl)methyl)benzylcarbamic acid 2-methacrylamidoethyl ester